6-azaspiro[2.5]octanediol C1(CC12CCNCC2)(O)O